2-(2-(piperidin-4-yl)acetamido)butanoic acid N1CCC(CC1)CC(=O)NC(C(=O)O)CC